FC(CO)(F)F trifluoroethan-1-ol